4-((2S,4S)-5-chloro-6-fluoro-2-((methylamino)methyl)-2-phenyl-2,3-dihydrobenzofuran-4-yl)-5-fluoro-6-(2-hydroxyethoxy)nicotinamide ClC=1C(=CC2=C(C[C@](O2)(C2=CC=CC=C2)CNC)C1C1=C(C(=NC=C1C(=O)N)OCCO)F)F